N[C@@H](CO)C(=O)N[C@@H](CO)C(=O)N1[C@@H](CCC1)C(=O)OCCC propyl L-seryl-L-seryl-L-prolinate